5-(cyanomethyl)-6-methyl-2-oxo-1-(pyridin-2-yl)-1,2-dihydropyridine-3-carboxamide C(#N)CC=1C=C(C(N(C1C)C1=NC=CC=C1)=O)C(=O)N